CC1(OC2=C(C1)C=CC=C2NC(=O)OCC(=O)OCC)C Ethyl 2-{[(2,2-dimethyl-2,3-dihydro-1-benzofuran-7-yl)-carbamoyl]oxy}acetate